BrCC=1C=CC2=C(C(CO2)=O)C1 5-(bromomethyl)benzofuran-3(2H)-one